1,3-Bis-(bis-(2-benzimidazolyl-methyl)aminomethyl)-benzol N1=C(NC2=C1C=CC=C2)CN(CC=2NC1=C(N2)C=CC=C1)CC1=CC(=CC=C1)CN(CC=1NC2=C(N1)C=CC=C2)CC=2NC1=C(N2)C=CC=C1